1-(4-(1-(t-butoxycarbonyl)azetidin-3-yl)-2-fluoro-6-methylbenzyl)piperidine C(C)(C)(C)OC(=O)N1CC(C1)C1=CC(=C(CN2CCCCC2)C(=C1)C)F